tert-Butyl 2-(3-acetyl-6-bromo-1H-indol-1-yl)acetate C(C)(=O)C1=CN(C2=CC(=CC=C12)Br)CC(=O)OC(C)(C)C